C(C)(C)(C)OC(=O)N(CC1CCC1)CC=1N(C2=CC(=CC=C2C1)C#N)C(=O)OC(C)(C)C Tert-butyl 2-(((tert-butoxycarbonyl) (cyclobutylmethyl) amino) methyl)-6-cyano-1H-indole-1-carboxylate